(2R,3S)-3-((2-(dimethylamino)ethyl)amino)-5,7-dihydroxy-2-(3,4,5-trihydroxyphenyl)chroman-4-one CN(CCN[C@H]1[C@H](OC2=CC(=CC(=C2C1=O)O)O)C1=CC(=C(C(=C1)O)O)O)C